cis-isoindoline mesylate S(C)(=O)(=O)O.C1NCC2=CC=CC=C12